1-(4-(2-(3,4-dimethoxyphenyl)-3-methyl-1H-indol-5-yl)piperidin-1-yl)-2-(dimethylamino)ethan-1-one COC=1C=C(C=CC1OC)C=1NC2=CC=C(C=C2C1C)C1CCN(CC1)C(CN(C)C)=O